(triphenylenyl)terphenyl C1(=CC=CC=2C3=CC=CC=C3C3=CC=CC=C3C12)C1=C(C=CC=C1)C=1C(=CC=CC1)C1=CC=CC=C1